OCCC1=CC=C(C=C1)C(C#N)(C)C 2-(4-(2-hydroxyethyl)phenyl)-2-methylpropanenitrile